5-bromo-2-methyl-1,3,4-oxadiazole BrC1=NN=C(O1)C